C(C)N1C2=C(C=CC1=O)N(C=C2C2=NC(=NC(=C2F)OC2CCC(CC2)C(F)(F)F)C)S(=O)(=O)C2=CC=C(C=C2)C rel-4-ethyl-3-(5-fluoro-2-methyl-6-{[(1r,4r)-4-(trifluoromethyl)cyclohexyl]oxy}pyrimidin-4-yl)-1-(4-methylbenzenesulfonyl)-1H,4H,5H-pyrrolo[3,2-b]pyridin-5-one